N[C@@H]1CN(CC[C@@H]1C(=O)N)C(=O)C1=CC2=C(N(C(=N2)C=2N(C3=CC=CC=C3C2)CC)C)C=C1 |r| (+/-)-cis-3-Amino-1-(2-(1-ethyl-1H-indol-2-yl)-1-methyl-1H-benzo[d]imidazol-5-carbonyl)piperidin-4-carboxamid